C(CCCCCCC)S(=O)(=O)[O-].[Na+] sodium octyl-sulphonate